[C@@H](C)(CC)C=1N=C2N(C(C1CC)=O)C1=C(N2)C=CC=C1 (R)-2-(sec-butyl)-3-ethylbenzo[4,5]imidazo[1,2-a]pyrimidin-4(10H)-one